[(2'-methyl-1,1'-biphenyl-4-yl)carbonyl]pyrrolidin-3-one O-methyloxime CON=C1CN(CC1)C(=O)C1=CC=C(C=C1)C1=C(C=CC=C1)C